[N+](=O)([O-])C1=CC=C(C=C1)CCNC1=NC=CC=2C1=NC=CN2 N-(4-nitrophenylethyl)pyrido[3,4-b]pyrazin-5-amine